ClC1=NC=NC2=CC(=C(C=C12)OCCCN1CCOCC1)OC 4-(3-((4-Chloro-7-methoxyquinazolin-6-yl)oxy)propyl)morpholine